(2R,3R,4R,5S)-2-heptyl-2-(hydroxymethyl)piperidine-3,4,5-triol C(CCCCCC)[C@@]1(NC[C@@H]([C@H]([C@@H]1O)O)O)CO